CCCCC\C=C/C\C=C/CCCCCCCCC(CCCCCCCC\C=C/C\C=C/CCCCC)OC(CCCN(C)C)=O 4-(dimethylamino)butanoic acid (6Z,9Z,28Z,31Z)-heptatriacont-6,9,28,31-tetraen-19-yl ester